C1(CCC1)CN1C(N(CC12CCC(CC2)(C2=CC=CC=C2)NC)C2=C(C=C(C#N)C=C2)OC)=O 4-[1-(cyclobutyl-methyl)-8-methylamino-2-oxo-8-phenyl-1,3-diazaspiro[4.5]decan-3-yl]-3-methoxy-benzonitrile